F[C@H]1CN(CC[C@H]1NC1=C2C=C(N(C2=CC=C1)CC(F)(F)F)C#CCNC1=C(C=C(C(=O)NCC2OC(OC2)=O)C=C1)OC)C 4-{[3-(4-{[(3S,4R)-3-fluoro-1-methylpiperidin-4-yl]amino}-1-(2,2,2-trifluoroethyl)-1H-indol-2-yl)prop-2-yn-1-yl]amino}-3-methoxy-N-[(2-oxo-1,3-dioxolan-4-yl)methyl]benzamide